4-chlorophenyl-N,N-dimethylurea ClC1=CC=C(C=C1)NC(N(C)C)=O